ClC=1C=C(C=C)C=CC1 3-chloro-styrene